FC=1C=C2C[C@@H](CN3C2=C(C1F)C=C3)N (S)-8,9-difluoro-5,6-dihydro-4H-pyrrolo[3,2,1-ij]quinolin-5-amine